C(C)(C)C1=CC(=CC2=C1N(C(N2C)=O)C)C2=CC(OC1=C2C=NC(=C1)C=1C=CC(=NC1)C(=O)OC)(C)C methyl 5-(4-(7-isopropyl-1,3-dimethyl-2-oxo-2,3-dihydro-1H-benzo[d]imidazol-5-yl)-2,2-dimethyl-2H-pyrano[3,2-c]pyridin-7-yl)picolinate